1-(2-bromophenyl)-1H-pyrrole-2,5-dione BrC1=C(C=CC=C1)N1C(C=CC1=O)=O